zinc dimethyldithiocarbamate (dithiocarbamate) C(N)([S-])=S.CN(C([S-])=S)C.[Zn+2]